S1(C=CC=C1)N1N=C(N=C1C1=CC=CC=C1)C(F)(F)F 1-(1-thienyl)-5-phenyl-3-trifluoromethyl-1,2,4-triazole